N-((1r,4r)-4-morpholinocyclohexyl)-1-(oxiran-2-ylmethyl)-1H-indol-4-amine O1CCN(CC1)C1CCC(CC1)NC=1C=2C=CN(C2C=CC1)CC1OC1